3''-chloro-4''-((3,5-difluoropyridin-2-yl)methoxy)-3-(2-hydroxypropan-2-yl)-4-methoxy-5',6''-Dimethyl-2H,2''H-[1,2':4',1''-terpyridine]-2,2''-dione ClC=1C(N(C(=CC1OCC1=NC=C(C=C1F)F)C)C1=CC(=NC=C1C)N1C(C(=C(C=C1)OC)C(C)(C)O)=O)=O